(E)-2-cyano-3-(4-hydroxyphenyl)acrylic acid C(#N)/C(/C(=O)O)=C\C1=CC=C(C=C1)O